S1N=C(C=C1)C1=C2C=CC(=NC2=CC=C1)C(=O)OC methyl 5-(isothiazol-3-yl)quinoline-2-carboxylate